5-[4-[4-(Aminomethyl)-3-(trifluoromethyl)pyrazol-1-yl]-8-(ethylamino)-6-fluoro-9H-pyrido[2,3-b]indol-3-yl]pyridine-3-carbonitrile NCC=1C(=NN(C1)C1=C(C=NC=2NC3=C(C=C(C=C3C21)F)NCC)C=2C=C(C=NC2)C#N)C(F)(F)F